C1(CC1)C=1N=NN(C1)[C@H](C(=O)N1[C@@H](C[C@H](C1)O)C(=O)NCCCC(=O)N1CC2=CC=CC=C2C1)C(C)(C)C (2S,4R)-1-[(2S)-2-(4-cyclopropyltriazol-1-yl)-3,3-dimethyl-butanoyl]-4-hydroxy-N-(4-isoindolin-2-yl-4-oxo-butyl)pyrrolidine-2-carboxamide